S1C=C(C=C1)CCNC([C@@H](N[N+]#[C-])C)=O isocyanoalanine (2-thiophen-3-yl-ethyl) amide